ClCCCCCCCCCC1=C(C=CC=C1)O chlorononyl-phenol